ethyl (E)-3-[4-cyano-2-[(5-methyltetrazol-2-yl)methyl]phenyl]prop-2-enoate C(#N)C1=CC(=C(C=C1)/C=C/C(=O)OCC)CN1N=C(N=N1)C